N-methyl-N-(2-methyl-3-pyridinyl)carbamic acid tert-butyl ester C(C)(C)(C)OC(N(C=1C(=NC=CC1)C)C)=O